4-(3,5-Dichlorophenyl)-5-methyl-2-(3-thienyl)imidazole ethyl-2-bromo-3-chlorobenzoate C(C)OC(C1=C(C(=CC=C1)Cl)Br)=O.ClC=1C=C(C=C(C1)Cl)C=1N=C(NC1C)C1=CSC=C1